FC1(OCCC2=C1N=C(N=C2O)SC)F 8,8-Difluoro-2-(methylthio)-5,8-dihydro-6H-pyrano[3,4-d]pyrimidin-4-ol